C(#N)C1[C@H]([C@H]([C@@H](C(O)O1)O)O)O 5-Cyano-arabinopyranose